C(C)(C)(C)N(C(O)=O)[C@@H](CCS(=O)(=N)CCCC(F)(F)F)C1=NC=NN1.BrC(C=1C=C(C=CC1)C(=O)C1=CC=CC=C1)(Br)Br (3-(tribromomethyl)phenyl)(phenyl)methanone tert-butyl-((1S)-1-(1H-1,2,4-triazol-5-yl)-3-(4,4,4-trifluorobutylsulfonimidoyl)propyl)carbamate